CC1=C(C=CC=C1C)N1CCN(CC1)C(CN1N=C(C2=C1CCC2)C(=O)N2CCN(CC2)C(=O)OC)=O methyl 4-(1-{2-[4-(2,3-dimethylphenyl)piperazin-1-yl]-2-oxoethyl}-1,4,5,6-tetrahydrocyclopenta[c]pyrazole-3-carbonyl)piperazine-1-carboxylate